6-(3-{3-[(6-methylquinolin-5-yl)methoxy]propanoyl}-3,8-diazabicyclo[3.2.1]octan-8-yl)pyridine-3-carbonitrile CC=1C(=C2C=CC=NC2=CC1)COCCC(=O)N1CC2CCC(C1)N2C2=CC=C(C=N2)C#N